O1COC2=C1C=CC(=C2)CCC(C)=O 4-(1,3-Benzodioxol-5-yl)butan-2-on